6'-(((1S,3S)-3-((6-Cyclopropyl-1,2,4-triazin-3-yl)amino)cyclopentyl)amino)-5-(1H-1,2,3-triazin-4-yl)-2H-[1,3'-bipyridin]-2-one C1(CC1)C1=CN=C(N=N1)N[C@@H]1C[C@H](CC1)NC1=CC=C(C=N1)N1C(C=CC(=C1)C1=NNNC=C1)=O